ClC1=CC(=C(C=C1)NC(OC)=O)C(N[C@@H](C[C@H]1C(N[C@@H](C1)C)=O)C(C(=O)NC)=O)=O methyl (4-chloro-2-(((S)-1-((3S,5R)-5-methyl-2-oxopyrrolidin-3-yl)-4-(methylamino)-3,4-dioxobutan-2-yl)carbamoyl)phenyl)carbamate